2-(4-((3-(4-ethylphenyl)-5,5-dimethyl-2-oxoimidazolin-1-yl)methyl)-2,6-dimethylphenoxy)-2-methylpropionic acid ethyl ester C(C)OC(C(C)(C)OC1=C(C=C(C=C1C)CN1C(N(CC1(C)C)C1=CC=C(C=C1)CC)=O)C)=O